C12CSCC(CC1)N2C2=C(C=C(C=C2F)N2C(O[C@H](C2)CN=[N+]=[N-])=O)F (5R)-3-(4-(3-thia-8-aza-bicyclo[3.2.1]oct-8-yl)-3,5-difluorophenyl)-5-(azidomethyl)oxazolidin-2-one